[I-](I)I.C[NH+](C)C Trimethyl-ammonium triiodide